1,3-Benzenedicarboxylic acid C1(=CC(=CC=C1)C(=O)O)C(=O)O